bis-(2,4,4-trimethylpentyl)-phosphinat CC(CP([O-])(=O)CC(CC(C)(C)C)C)CC(C)(C)C